Potassium 1-(5-methyl-2-((tetrahydro-2H-pyran-4-yl)amino)pyrimidin-4-yl)-1H-imidazole-4-carboxylate CC=1C(=NC(=NC1)NC1CCOCC1)N1C=NC(=C1)C(=O)[O-].[K+]